benzyl ((6-(((5R)-2-oxo-5-(trifluoromethyl)piperidin-3-yl)methyl)imidazo[1,2-b]pyridazin-2-yl)(spiro[2.5]octan-6-yl)methyl)carbamate O=C1NC[C@@H](CC1CC=1C=CC=2N(N1)C=C(N2)C(C2CCC1(CC1)CC2)NC(OCC2=CC=CC=C2)=O)C(F)(F)F